2,6-dibromo-4-[2-ethyl-4-(4-pentylphenyl)phenyl]phenol BrC1=C(C(=CC(=C1)C1=C(C=C(C=C1)C1=CC=C(C=C1)CCCCC)CC)Br)O